ClC=1N=CC=C2C1NC=C2C(C=2C=C(C(=C(C2)O)O)O)C2=CNC1=C(N=CC=C12)Cl 5-(bis(7-chloro-1H-pyrrolo[2,3-c]pyridin-3-yl)methyl)benzene-1,2,3-triol